CC(C)(C)C1=CC=C(C=C1)C(C=O)(C)C 4-(1,1-dimethylethyl)phenyl-2-methylpropanal